PHENYLBUTENAL C1(=CC=CC=C1)C(C=O)=CC